6-[5-[[4-[2-(aminomethyl)-3,3-difluoro-allyl]-5-oxo-tetrazol-1-yl]methyl]-2-thienyl]-8-methyl-3,4-dihydro-1H-quinolin-2-one trifluoroacetate FC(C(=O)O)(F)F.NCC(CN1N=NN(C1=O)CC1=CC=C(S1)C=1C=C2CCC(NC2=C(C1)C)=O)=C(F)F